2-(trifluoromethyl)-1,8-naphthyridin FC(C1=NC2=NC=CC=C2C=C1)(F)F